FC=1C=CC=2C3=C(NC(C2C1)=O)COC[C@@H]3N(C(=O)C=3C=CC1=C(N=CS1)C3)C (R)-N-(8-fluoro-6-oxo-1,4,5,6-tetrahydro-2H-pyrano[3,4-c]isoquinolin-1-yl)-N-methylbenzo[d]thiazole-5-carboxamide